8-methyl-6-(morpholinomethyl)-2-thieno[2,3-c]pyridin-5-yl-3H-quinazolin-4-one CC=1C=C(C=C2C(NC(=NC12)C=1C=C2C(=CN1)SC=C2)=O)CN2CCOCC2